C(#N)C1=C(C=C(C=C1)C1=CC(=CC(=N1)C(=O)N1C2CCCC1CC2)OC)F 8-(6-(4-cyano-3-fluorophenyl)-4-methoxypyridinoyl)-8-azabicyclo[3.2.1]octane